(R)-1-(4-(4-((1-(2-fluoro-3-(trifluoromethyl)phenyl)ethyl)amino)-7-methoxy-2-methylpyrido[2,3-d]pyrimidin-6-yl)piperidin-1-yl)-2-hydroxyethan-1-one FC1=C(C=CC=C1C(F)(F)F)[C@@H](C)NC=1C2=C(N=C(N1)C)N=C(C(=C2)C2CCN(CC2)C(CO)=O)OC